3-(2,4-dimethylphenyl)sulfonyl-8-[2-[2-(2-methoxyethoxy)ethoxy]ethoxy]-4H-triazolo[1,5-a]quinazolin-5-one CC1=C(C=CC(=C1)C)S(=O)(=O)C=1N=NN2C1NC(C1=CC=C(C=C21)OCCOCCOCCOC)=O